C1(=CC=CC=C1)CC(=O)N[C@H](C)C1=CC(=NO1)C1=CC(=NC=C1)C(F)(F)F (R)-2-phenyl-N-(1-(3-(2-(trifluoromethyl)pyridin-4-yl)isoxazol-5-yl)ethyl)acetamide